2,2'-(1-(1-(4-fluorobenzyl)-2,5-dimethyl-1H-pyrrol-3-yl)propane-1,2-diyl)bis(N-ethylhydrazine-1-thiocarboxamide) FC1=CC=C(CN2C(=C(C=C2C)C(C(C)NNC(NCC)=S)NNC(NCC)=S)C)C=C1